((S)-1-(7,8-dichloro-4-(1H-imidazol-1-yl)quinolin-2-yl)pyrrolidin-2-yl)methyl hydrogen phosphonate P(OC[C@H]1N(CCC1)C1=NC2=C(C(=CC=C2C(=C1)N1C=NC=C1)Cl)Cl)(O)=O